7-methyl-6-(3-azaspiro[5.5]undec-8-en-9-yl)-5-(5-(tetrahydrofuran-3-yl)pyrimidin-2-yl)-7H-pyrrolo[2,3-d]pyrimidin-4-amine CN1C(=C(C2=C1N=CN=C2N)C2=NC=C(C=N2)C2COCC2)C2=CCC1(CCNCC1)CC2